(2S,5S)-5-((S)-2-Benzoylamino-2-cyclopropyl-acetylamino)-4-oxo-1,2,4,5,6,7-hexahydro-azepino[3,2,1-hi]indole-2-carboxylic acid (1H-[1,2,3]triazol-4-ylmethyl)-amide N1N=NC(=C1)CNC(=O)[C@H]1N2C3=C(C=CC=C3C1)CC[C@@H](C2=O)NC([C@H](C2CC2)NC(C2=CC=CC=C2)=O)=O